C(=O)(O)CNCCCC[C@H](N)C(=O)O N(6)-Carboxymethyllysine